FC(C1=C(C(=O)N2C[C@H](N(CC2)C2=CC=C(C(=C2C(=O)NCCNC)F)C=2C(=NC=CC2)OCC)CC)C=CC(=C1)F)F 6-[(2R)-4-[2-(difluoromethyl)-4-fluorobenzoyl]-2-ethylpiperazin-1-yl]-3-(2-ethoxypyridin-3-yl)-2-fluoro-N-[2-(methylamino)ethyl]benzamide